N-(3-((5-(4-bromophenyl)-2-((3-chloro-1-(2-(dimethylamino)ethyl)-1H-pyrazol-4-yl)amino)pyrimidin-4-yl)amino)-4-fluorophenyl)acrylamide BrC1=CC=C(C=C1)C=1C(=NC(=NC1)NC=1C(=NN(C1)CCN(C)C)Cl)NC=1C=C(C=CC1F)NC(C=C)=O